(1R)-1-({(3S)-3-({N-[(4-methoxy-1H-indol-2-yl)carbonyl]-L-leucyl}amino)-2-oxo-4-[(3S)-2-oxopyrrolidin-3-yl]butyl}oxy)propyl propan-2-yl carbonate C(O[C@H](CC)OCC([C@H](C[C@H]1C(NCC1)=O)NC([C@@H](NC(=O)C=1NC2=CC=CC(=C2C1)OC)CC(C)C)=O)=O)(OC(C)C)=O